mercaptopropyl-triphenyl-phosphonium SCCC[P+](C1=CC=CC=C1)(C1=CC=CC=C1)C1=CC=CC=C1